2-(5-(((tert-butyldiphenylsilyl)oxy)methyl)-1,4-dioxan-2-yl)-2,2-difluoroethan-1-amine [Si](C1=CC=CC=C1)(C1=CC=CC=C1)(C(C)(C)C)OCC1OCC(OC1)C(CN)(F)F